5-(3-phenylphenyl)-2-({thieno[2,3-d]pyrimidin-4-ylsulfanyl}methyl)-1,3-oxazole C1(=CC=CC=C1)C=1C=C(C=CC1)C1=CN=C(O1)CSC=1C2=C(N=CN1)SC=C2